BrC1=CNC2=C1C(=NC=C2F)C 3-bromo-7-fluoro-4-methyl-1H-pyrrolo[3,2-c]pyridine